(E)-1-(4-bromo-1H-pyrrol-2-yl)-3-(dimethylamino)prop-2-en-1-one BrC=1C=C(NC1)C(\C=C\N(C)C)=O